2,6-anhydro-L-gulonic acid O=C([C@@H]1[C@@H](O)[C@H](O)[C@@H](O)CO1)O